3-(hydroxymethyl-d2)-5-(4-methyl-1-oxo-1,3-dihydroisobenzofuran-5-yl)piperazine-1-carboxylic acid tert-butyl ester C(C)(C)(C)OC(=O)N1CC(NC(C1)C=1C(=C2COC(C2=CC1)=O)C)C([2H])([2H])O